COC1=NSC2=C1C=CC=C2 3-methoxy-1,2-benzisothiazole